(2R,5S)-1-(cyclopropylmethyl)-2,5-dimethylpiperazine C1(CC1)CN1[C@@H](CN[C@H](C1)C)C